ClC1=C(C=CC=C1NC1=CC=C(C=C1)Cl)[C@@]1(CC(N(C(N1)=N)[C@H]1C[C@H](OCC1)C)=O)C |o1:22,24| (6S)-6-[2-Chloro-3-(4-chloro-anilino)phenyl]-2-imino-6-methyl-3-[(2R*,4R*)-2-methyl-tetrahydropyran-4-yl]-hexahydropyrimidin-4-one